O(O)CC1=CC=C(C=C1)C=CC(=O)C1=CC=C(C=C1)O 3-[4-(Hydroperoxymethyl)phenyl]-1-(4-hydroxyphenyl)prop-2-en-1-one